lactic acid-maleic anhydride C(\C=C/C(=O)O)(=O)OC(C(O)C)=O